((E)-3-chloro-2-(2-chlorophenylsulfonyl)vinyl)pyridine cobalt [Co].ClC=1C(=C(C=CC1)S(=O)(=O)/C=C/C1=NC=CC=C1)Cl